4-ethyl-2-(3-oxopentyl)benzoic acid C(C)C1=CC(=C(C(=O)O)C=C1)CCC(CC)=O